(S)-5-(3-(5-chloro-6-nitroisoindolin-2-yl)-3-oxopropyl)-5-cyclopropylimidazolidine ClC=1C=C2CN(CC2=CC1[N+](=O)[O-])C(CC[C@@]1(CNCN1)C1CC1)=O